tert-butyl (2-((S)-6-((tert-butoxycarbonyl)amino)-1,1-difluoroheptyl)pyridin-4-yl)(1-(tert-butyl)-3-((1S,3R)-3-hydroxycyclopentyl)-1H-pyrazol-5-yl)carbamate C(C)(C)(C)OC(=O)N[C@H](CCCCC(F)(F)C1=NC=CC(=C1)N(C(OC(C)(C)C)=O)C1=CC(=NN1C(C)(C)C)[C@@H]1C[C@@H](CC1)O)C